FC=1C=CC(=C2C=C(N(C12)CCNC1=NC=NC(=C1)C=1SC(=CC1)C1=NN=NN1)C)OC [2-(7-Fluoro-4-methoxy-2-methyl-indol-1-yl)-ethyl]-{6-[5-(1H-tetrazol-5-yl)-thiophen-2-yl]-pyrimidin-4-yl}-amin